(2R)-4-methylmorpholin CN1CCOCC1